C(C)(C)(C)OC(=O)NC(C(=O)O)CO 2-tert-butoxycarbonylamino-3-hydroxy-propionic acid